N-decanoyl-L-glutamic acid C(CCCCCCCCC)(=O)N[C@@H](CCC(=O)O)C(=O)O